2-(6-(cyclopentyloxy)-4-((1R,3R)-3-methoxy-1-(4-methyl-4H-1,2,4-triazol-3-yl)cyclobutyl)pyridin-2-yl)-6-(((1-methylcyclobutyl)amino)methyl)-4-(trifluoromethyl)isoindolin-1-one C1(CCCC1)OC1=CC(=CC(=N1)N1C(C2=CC(=CC(=C2C1)C(F)(F)F)CNC1(CCC1)C)=O)C1(CC(C1)OC)C1=NN=CN1C